NC=1C(=C(C(=CC1)F)NC=1C(=C2C(N(C=NC2=CC1)C)=O)F)Cl 6-((3-amino-2-chloro-6-fluorophenyl)amino)-5-fluoro-3-methylquinazolin-4(3H)-one